C1(=CC=CC=C1)C=1NC=C(N1)C1=CSC=C1 2-Phenyl-4-(3-thienyl)imidazole